4-ethyl-1H-1,2,4-triazol C(C)N1C=NNC1